C1(CC1)NC(=O)C1=CC=2C(C=3N=C(N=CC3C2C=C1)C(F)(F)F)=O N-cyclopropyl-9-oxo-2-(trifluoromethyl)-9H-indeno[2,1-d]pyrimidine-7-carboxamide